2-(4-fluorobicyclo[2.2.2]octan-1-ylamino)-4-((3S)-3-hydroxy-3-methylcyclohexylamino)pyrimidine-5-carboxamide FC12CCC(CC1)(CC2)NC2=NC=C(C(=N2)NC2C[C@@](CCC2)(C)O)C(=O)N